FC(OC=1C=CC(=C(C1)N1C(N(C=2C1=NC=C(C2)C(=O)NC2(CCS(CC2)(=O)=O)C)C(C)C)=O)F)F 3-[5-(difluoromethoxy)-2-fluoro-phenyl]-1-isopropyl-N-(4-methyl-1,1-dioxo-thian-4-yl)-2-oxo-imidazo[4,5-b]pyridine-6-carboxamide